BrC=1C(=NC=CC1C(F)(F)F)Cl 3-bromo-2-chloro-4-(trifluoromethyl)pyridine